S-[2-[(Z)-tert-butylsulfinyliminomethyl]-4-methoxy-phenyl] ethanethioate C(C)(SC1=C(C=C(C=C1)OC)\C=N/S(=O)C(C)(C)C)=O